2'-(3-chloro-2-methyl-1H-pyrrolo[2,3-b]pyridin-5-yl)-N-ethyl-6',7'-dihydro-5'H-spiro[piperidine-4,4'-pyrazolo[1,5-a]pyridine]-1-carboxamide ClC1=C(NC2=NC=C(C=C21)C2=NN1C(C3(CCC1)CCN(CC3)C(=O)NCC)=C2)C